3-(hydroxymethyl)-tetrahydropyran OCC1COCCC1